N-(1-(3-chlorophenyl)-2-hydroxyethyl)-1-(5-methyl-2-((4-phenoxyphenyl)amino)pyrimidin-4-yl)-1H-imidazole-4-carboxamide ClC=1C=C(C=CC1)C(CO)NC(=O)C=1N=CN(C1)C1=NC(=NC=C1C)NC1=CC=C(C=C1)OC1=CC=CC=C1